4-(4-isopropoxy-2-(trifluoromethoxy)benzyl)piperazine-1-carbonyl chloride C(C)(C)OC1=CC(=C(CN2CCN(CC2)C(=O)Cl)C=C1)OC(F)(F)F